ClC1=CC(=C(C=C1Cl)CN1CCC(CC1)O)O 1-[(4,5-dichloro-2-hydroxyphenyl)methyl]piperidin-4-ol